FC(C1=CC(=NO1)C(=O)O)F 5-(difluoromethyl)isoxazole-3-carboxylic acid